N\C(\C(=O)OCC)=N/N1C(C(CC1)C1=CC=CC=C1)=O ethyl (2Z)-2-amino-2-(2-oxo-3-phenyl-pyrrolidin-1-yl)imino-acetate